CNCC1N(CCC1)C(=O)O 2-((methylamino)methyl)pyrrolidine-1-carboxylic acid